FCCOC1=CC=C(C=C1)B1OC(C(O1)(C)C)(C)C 2-(4-(2-fluoroethoxy)phenyl)-4,4,5,5-tetramethyl-1,3,2-dioxaborolan